NC1=CC=C(C(=C1C(=O)N(C)C)F)C=1C=C2C(=NC1)NCC21CC(C1)CC(=O)N 6-Amino-3-((1R,3r)-3-(2-amino-2-oxoethyl)-1',2'-dihydrospiro[cyclobutane-1,3'-pyrrolo[2,3-b]pyridin]-5'-yl)-2-fluoro-N,N-dimethylbenzamide